C(C)OC(=O)C1=C(C=2C(=CN=CC2)O1)O.OCCC1(O)C=CC(O)(C=C1)CCO 1,4-di(β-hydroxyethyl)hydroquinone ethyl-3-hydroxyfuro[2,3-c]pyridine-2-carboxylate